BrC1=CC(=C(CNC(OC(C)(C)C)=O)C=C1)OC Tert-butyl 4-bromo-2-methoxybenzylcarbamate